(R)-10-bromo-2-cyclopentyl-N-((1-isopropylpyrrolidin-2-yl)methyl)-1-oxo-1,2-dihydropyrazino[1,2-a]indole-4-carboxamide BrC1=C2N(C=3C=CC=CC13)C(=CN(C2=O)C2CCCC2)C(=O)NC[C@@H]2N(CCC2)C(C)C